C1(=C(C=CC=C1)C[C@H]1C[C@@H](N(C1)C(=O)OC(C)(C)C)C(N[C@H](C(=O)NCC=1C(=NC(=CC1)N)C)C)=O)C1=CC=CC=C1 tert-butyl (2R,4S)-4-([1,1'-biphenyl]-2-ylmethyl)-2-(((S)-1-(((6-amino-2-methylpyridin-3-yl)methyl)amino)-1-oxopropan-2-yl)carbamoyl)pyrrolidine-1-carboxylate